COC(C1=CC(=CC(=C1)CBr)CBr)=O 3,5-bisbromomethylbenzoic acid methyl ester